(4R)-1-(2-benzyloxyethyl)-4-[tert-butyl(diphenyl)silyl]oxy-pyrrolidin-2-one C(C1=CC=CC=C1)OCCN1C(C[C@H](C1)O[Si](C1=CC=CC=C1)(C1=CC=CC=C1)C(C)(C)C)=O